N[C@H](C#N)CC1=CC=C(C=C1)C=1C=CC2=C(N(C(O2)=O)C)C1 (2S)-2-amino-3-[4-(3-methyl-2-oxo-2,3-dihydro-1,3-benzoxazol-5-yl)phenyl]propionitrile